6-(5-(hydroxymethyl)-2-oxooxazolidin-3-yl)-4-methylpyridine-3-carbonitrile OCC1CN(C(O1)=O)C1=CC(=C(C=N1)C#N)C